C1(=CC=CC=C1)P(C1=CC=CC=C1)C1=CC=CC=C1.BrC(C(=O)O)CCC bromopentanoic acid triphenylphosphine salt